[4-(3,5-di-tert-butylphenyl)-2,6-dimethyl-1H-inden-1-yl]dimethylsilane tert-butyl-4-(N-(4-bromophenyl)-N-propylsulfamoyl)piperazine-1-carboxylate C(C)(C)(C)OC(=O)N1CCN(CC1)S(N(CCC)C1=CC=C(C=C1)Br)(=O)=O.C(C)(C)(C)C=1C=C(C=C(C1)C(C)(C)C)C1=C2C=C(C(C2=CC(=C1)C)[SiH](C)C)C